4-Amino-N-(1-(2-chlorobenzyl)-6-methylisoquinolin-5-yl)thieno[3,2-d]pyrimidine-7-carboxamide NC=1C2=C(N=CN1)C(=CS2)C(=O)NC2=C1C=CN=C(C1=CC=C2C)CC2=C(C=CC=C2)Cl